3-diethylamino(amino)-1,2-propanediol C(C)N(CC(C(O)N)O)CC